CC1=C(C=NN1C1CCOCC1)N 5-methyl-1-tetrahydropyran-4-yl-pyrazol-4-amine